1-heptadecenyl-2-hydroxy-sn-glycerol C(=CCCCCCCCCCCCCCCC)OC[C@@H](OO)CO